sulfur chroman-4-one O1CCC(C2=CC=CC=C12)=O.[S]